CC=1C(=CC(=NC1)C(=O)[O-])C(F)(F)F 5-methyl-4-(trifluoromethyl)picolinate